S1N=CC2=C1C=CC=C2 Benzo[d]Isothiazoline